ClC1=CC=C(CNC(NCCCCCC(=O)N(C2=NC=CC=C2)C)=O)C=C1 6-(3-(4-chlorobenzyl)ureido)-N-methyl-N-(pyridin-2-yl)hexanamide